3-(difluoromethyl)oxetan FC(C1COC1)F